N-(6-oxo-6,9-dihydro-1H-purin-2-yl)isobutyramide O=C1C=2N=CNC2N=C(N1)NC(C(C)C)=O